C(C)(C)(C)OC(=O)N1C(C=CCC1)C1=NC=CC(=N1)C#N (4-Cyanopyrimidin-2-yl)-5,6-dihydropyridine-1(2H)-carboxylic acid tert-butyl ester